C1(=CC=CC=C1)[B-](C1=CC=CC=C1)(C1=CC=CC=C1)C1=CC=CC=C1.C1(=CC=CC=C1)[PH+](C1=CC=CC=C1)C1=CC=CC=C1 triphenylphosphonium tetraphenylborate salt